C(C)(C)(C)C1=C(C(C(=O)[O-])=CC(=C1)C(C)(C)C)O.[Ti+4].C(C)(C)(C)C1=C(C(C(=O)[O-])=CC(=C1)C(C)(C)C)O.C(C)(C)(C)C1=C(C(C(=O)[O-])=CC(=C1)C(C)(C)C)O.C(C)(C)(C)C1=C(C(C(=O)[O-])=CC(=C1)C(C)(C)C)O titanium 3,5-di-t-butylsalicylate